NC=1C=C(CNC2=NC=NC=3N2N=CC3C(C)C)C=CC1 4-((3-aminobenzyl)amino)-8-isopropylpyrazolo[1,5-a][1,3,5]triazine